Cl.NCCC(C(=O)O)F 4-amino-2-fluorobutanoic acid hydrochloride